2-nitryl-3,3-diphenylacrylic acid isooctyl ester C(CCCCC(C)C)OC(C(=C(C1=CC=CC=C1)C1=CC=CC=C1)[N+](=O)[O-])=O